[Si](C)(C)(C(C)(C)C)OC1CC(OC2=CC=C(C=C12)Cl)(C(=O)O)F 4-((tert-butyldimethylsilyl)oxy)-6-chloro-2-fluorochromane-2-carboxylic acid